6-(4-(2-(2,6-dioxopiperidin-3-yl)-1,3-dioxoisoindolin-5-yl)piperazin-1-yl)hexanal O=C1NC(CCC1N1C(C2=CC=C(C=C2C1=O)N1CCN(CC1)CCCCCC=O)=O)=O